4-((2-(4-(methoxycarbonyl)phenyl)-4-(1-methyl-1H-pyrazol-5-yl)piperidin-1-yl)methyl)-7-Methyl-1H-indole-1-carboxylic acid tert-butyl ester C(C)(C)(C)OC(=O)N1C=CC2=C(C=CC(=C12)C)CN1C(CC(CC1)C1=CC=NN1C)C1=CC=C(C=C1)C(=O)OC